docosyl n-octacosanoate C(CCCCCCCCCCCCCCCCCCCCCCCCCCC)(=O)OCCCCCCCCCCCCCCCCCCCCCC